C(#N)C1=CC(=C(C=C1)[C@@H]1OC2=C(OC1)C=CC=C2C2CCN(CC2)CC2=NC1=C(N2CC2(CC2)CF)C=C(C=C1)C(=O)O)F (S)-2-((4-(3-(4-cyano-2-fluorophenyl)-2,3-dihydrobenzo[b][1,4]dioxin-5-yl)piperidin-1-yl)methyl)-1-((1-(fluoromethyl)cyclopropyl)methyl)-1H-benzo[d]imidazole-6-carboxylic acid